[Sr+2].FC(C(=O)[O-])=CC(=O)[O-] 2-fluorobutenedioate strontium